N-(1-tert-butyl-3-methyl-1H-pyrazol-4-yl)-5-iodopyrimidin-2-amine C(C)(C)(C)N1N=C(C(=C1)NC1=NC=C(C=N1)I)C